(R)-N-(7-(1-(1-propenylpiperidin-3-yl)-4-amino-1H-pyrazolo[3,4-d]pyrimidin-3-yl)benzo[d][1,3]dioxol-4-yl)-3-(4-methylpiperazin-1-yl)benzamide C(=CC)N1C[C@@H](CCC1)N1N=C(C=2C1=NC=NC2N)C2=CC=C(C1=C2OCO1)NC(C1=CC(=CC=C1)N1CCN(CC1)C)=O